The molecule is a branched amino heptasaccharide consisting of a linear pentasaccharide chain of alpha-sialyl, beta-D-galactose, N-acetyl-beta-D-glucosamine, beta-D-galactose and D-glucose residues linked sequentially (2->6), (1->3), (1->3) and (1->4), to the galactose residue nearest to the reducing end is also linked (1->6) a beta-D-galactosyl-(1->4)-N-acetyl-beta-D-glucosaminyl disaccharide unit. It is an amino heptasaccharide and a glucosamine oligosaccharide. CC(=O)N[C@@H]1[C@H](C[C@@](O[C@H]1[C@@H]([C@@H](CO)O)O)(C(=O)O)OC[C@@H]2[C@@H]([C@@H]([C@H]([C@@H](O2)O[C@@H]3[C@H]([C@@H](O[C@@H]([C@H]3O)CO)O[C@H]4[C@H]([C@H](O[C@H]([C@@H]4O)O[C@@H]5[C@H](OC([C@@H]([C@H]5O)O)O)CO[C@H]6[C@@H]([C@H]([C@@H]([C@H](O6)CO)O[C@H]7[C@@H]([C@H]([C@H]([C@H](O7)CO)O)O)O)O)NC(=O)C)CO)O)NC(=O)C)O)O)O)O